N-[(1R)-1-(Azetidin-3-yl)ethyl]-8-[4-(trifluoromethyl)phenyl]quinoline-3-carboxamide N1CC(C1)[C@@H](C)NC(=O)C=1C=NC2=C(C=CC=C2C1)C1=CC=C(C=C1)C(F)(F)F